CN(CC=CC(=O)N1CC(N(CC1)C1=CC=C(S1)CCC(NCCOCCOCCOCCOCCOCCC1=C(C(=O)N)C=CC=C1)=O)=O)C (21-(5-(4-(4-(dimethylamino)but-2-enoyl)-2-oxopiperazin-1-yl)thiophen-2-yl)-19-oxo-3,6,9,12,15-pentaoxa-18-azahenicosyl)benzamide